C1(=CC=C(C=C1)CCO)C 2-(p-tolyl)-ethanol